5-[(3S)-2-(piperidine-4-carbonyl)isoxazolidin-3-yl]pyridine-3-carbonitrile trifluoroacetic acid salt FC(C(=O)O)(F)F.N1CCC(CC1)C(=O)N1OCC[C@H]1C=1C=C(C=NC1)C#N